ClN1C(C(C2=CC=CC=C12)(C)C)=O chloro-3,3-dimethyl-2-oxoindolin